FC=1C=C(C=CC1[N+](=O)[O-])[C@@H](C(=O)O)C (S)-2-(3-fluoro-4-nitrophenyl)propionic acid